C(C)(C)C=1C(=CC2=C(N(C(N2)=O)[C@H]2CN(CCC2)CC(C)(C)C)C1)C=1C=C(C=2N(C1)N=CN2)OC (R)-6-Isopropyl-5-(8-methoxy-[1,2,4]triazolo[1,5-a]pyridin-6-yl)-1-(1-neopentylpiperidin-3-yl)-1,3-dihydro-2H-benzo[d]imidazol-2-on